F\C(\C(=O)O)=C/C1=NC=CN=C1 (Z)-2-fluoro-3-(pyrazin-2-yl)acrylic acid